2-(5-(2-(7,8-dimethyl-[1,2,4]triazolo[4,3-a]pyridin-6-yl)-3-isopropyl-1H-indol-5-yl)hexahydrocyclopenta[c]pyrrol-2(1H)-yl)acetonitrile CC1=C(C=2N(C=C1C=1NC3=CC=C(C=C3C1C(C)C)C1CC3C(CN(C3)CC#N)C1)C=NN2)C